F[C@H]\1[C@@]2(C=C[C@H](C/C1=C\C=1N=CC(=NC1)C1=C(C=C(C=C1)C1=CC(=NC=C1)OC)O)N2)C 2-(5-((E)-((1S,2R,5S)-2-fluoro-1-methyl-8-azabicyclo[3.2.1]oct-6-en-3-ylidene)methyl)pyrazin-2-yl)-5-(2-methoxypyridin-4-yl)phenol